FCCCN1C[C@H](CC1)OC1=CC=C(C=C1)C1=C(CCCC2=C1C=CC(=C2)O)C2=CC=C(C=C2)S(F)(F)(F)(F)F 5-[4-[(3S)-1-(3-fluoropropyl)pyrrolidin-3-yl]oxyphenyl]-6-[4-(penta-fluorosulfanyl)phenyl]-8,9-dihydro-7H-benzo[7]annulen-2-ol